FC(C1=CC=C(C=C1)C=1C=C2CC3(C(C2=CC1)NC(O[C@@H]1CN2CCC1CC2)=O)CC3)(F)F (S)-quinuclidin-3-yl (5'-(4-(trifluoromethyl)phenyl)-1',3'-dihydrospiro[cyclopropane-1,2'-inden]-1'-yl)carbamat